(rac)-Methyl 2-(3-{1-[3,5-bis(trifluoromethyl)benzamido]ethyl}pyrazin-2-yl)-1,3-thiazole-5-carboxylate (rac)-Methyl-2-{3-[1-aminoethyl]pyrazin-2-yl}-1,3-thiazole-5-carboxylate COC(=O)C1=CN=C(S1)C1=NC=CN=C1[C@@H](C)N.FC(C=1C=C(C(=O)N[C@H](C)C=2C(=NC=CN2)C=2SC(=CN2)C(=O)OC)C=C(C1)C(F)(F)F)(F)F |r|